5'-bromo-4'-chloro-1'-(4-methoxybenzyl)-4-(4-(trimethyl-silyl)-1H-1,2,3-triazol-1-yl)-1',2'-dihydrospiro[cyclopentane-1,3'-pyrrolo[2,3-b]pyridin]-3-ol BrC=1C(=C2C(=NC1)N(CC21CC(C(C1)N1N=NC(=C1)[Si](C)(C)C)O)CC1=CC=C(C=C1)OC)Cl